C(C)C=1N=C2N(C=C(C=C2)C)C1C(=O)O 2-ethyl-6-methylimidazo[1,2-a]pyridine-3-carboxylic acid